BrC1=C(C(=C(NC=2C3=C(N=CN2)C=CC(=N3)N3CC2(CCN2C(=O)OC(C)(C)C)C3)C=C1)F)Cl tert-Butyl 6-[4-(4-bromo-3-chloro-2-fluoro-anilino)pyrido[3,2-d]pyrimidin-6-yl]-1,6-diazaspiro[3.3]heptane-1-carboxylate